FC1=C(C)C=CC=C1 2-fluorotoluene